methyl 9-[(1E,3R)-3-{[(tert-butoxy)carbonyl]amino} but-1-en-1-yl]-3-methoxythieno[3,2-f]quinoxaline-8-carboxylate C(C)(C)(C)OC(=O)N[C@@H](/C=C/C1=C(SC2=C1C=1N=CC(=NC1C=C2)OC)C(=O)OC)C